C(CCCCCCCCCCC)(N1C2=NCCCN2CCC1)N1C2=NCCCN2CCC1 7,7'-Dodecyliden-di-1,5,7-tri-aza-bicyclo-[4.4.0]-dec-5-en